N[C@@H](CCCCN)C(=O)[O-].N[C@@H](CCCCN)C(=O)[O-].[Zn+2] zinc di-lysine salt